(±)-2-(2-(3'-(((Tert-butoxycarbonyl)amino)methyl)-[1,1'-biphenyl]-3-yl)-3-oxo-3,4-dihydro-2H-benzo[b][1,4]oxazin-8-yl)acetic acid methyl ester COC(CC1=CC=CC2=C1O[C@@H](C(N2)=O)C=2C=C(C=CC2)C2=CC(=CC=C2)CNC(=O)OC(C)(C)C)=O |r|